(2R,3R,5S)-4-[[3-(4-fluoro-2-methoxy-phenyl)-5-methyl-5-(trifluoromethyl)tetrahydrofuran-2-carbonyl]amino]pyridine-2-carboxamide FC1=CC(=C(C=C1)[C@@H]1[C@@H](O[C@@](C1)(C(F)(F)F)C)C(=O)NC1=CC(=NC=C1)C(=O)N)OC